4-(trifluoromethyl)isoindolin-1-one formate C(=O)O.FC(C1=C2CNC(C2=CC=C1)=O)(F)F